C(C1=CC=CC=C1)(C1=CC=CC=C1)N1[C@@H]([C@H](C1)OS(=O)(=O)C)C methanesulfonic acid (2r,3s)-1-benzhydryl-2-methylazetidin-3-yl ester